(4-(2-(4-(3-isopropyl-1,2,4-oxadiazol-5-yl)piperidin-1-yl)thiazolo[5,4-b]pyridin-5-yl)phenyl)(morpholino)-methanon C(C)(C)C1=NOC(=N1)C1CCN(CC1)C=1SC2=NC(=CC=C2N1)C1=CC=C(C=C1)C(=O)N1CCOCC1